2-methoxy-5-(3-methoxypropyl)benzoic acid COC1=C(C(=O)O)C=C(C=C1)CCCOC